N-(2-((2'-chloro-4,5,5',6'-tetrahydro-2H-spiro[furan-3,8'-pyrano[3,4-b]pyridin]-4'-yl)oxy)ethyl)-N-methyloxetan-3-amine ClC1=CC(=C2C(=N1)C1(OCC2)COCC1)OCCN(C1COC1)C